(2R,5S)-4-(5-cyclopropyl-7-tosyl-7H-pyrrolo[2,3-d]pyrimidin-4-yl)-2,5-dimethylpiperazine-1-carboxylic acid tert-butyl ester C(C)(C)(C)OC(=O)N1[C@@H](CN([C@H](C1)C)C=1C2=C(N=CN1)N(C=C2C2CC2)S(=O)(=O)C2=CC=C(C)C=C2)C